C(C)C1=NC(=NO1)C=1C=C2CC[C@H](C2=CC1)NC(=O)C1=CN=CO1 (R)-N-(5-(5-ethyl-1,2,4-oxadiazol-3-yl)-2,3-dihydro-1H-inden-1-yl)oxazole-5-carboxamide